2-Methyl-3-(S-methylsulfonimidoyl)-N-(1,3,4-oxadiazol-2-yl)-4-(trifluoromethyl)benzamid CC1=C(C(=O)NC=2OC=NN2)C=CC(=C1S(=O)(=N)C)C(F)(F)F